C(=O)O.CN(S(=O)(=O)C1=CC=CC=C1)C N,N-dimethylbenzenesulfonamide formate salt